6-Chloro-3-[[(1R)-1-[2-(1H-indol-2-yl)-3,6-dimethyl-4-oxo-chromen-8-yl]ethyl]amino]-N-methylsulfonyl-pyridine-2-carboxamide ClC1=CC=C(C(=N1)C(=O)NS(=O)(=O)C)N[C@H](C)C=1C=C(C=C2C(C(=C(OC12)C=1NC2=CC=CC=C2C1)C)=O)C